(Z)-3,7-Dimethylnona-1,6-dien-3-yl-(E)-3-(4-methoxyphenyl)acrylat CC(C=C)(CC\C=C(/CC)\C)OC(\C=C\C1=CC=C(C=C1)OC)=O